methyl-phenylpropene CC(=CC)C1=CC=CC=C1